3-(5-amino-6-(benzyloxy)pyridin-3-yl)-4,4-difluoropiperidine-1-carboxylic acid tert-butyl ester C(C)(C)(C)OC(=O)N1CC(C(CC1)(F)F)C=1C=NC(=C(C1)N)OCC1=CC=CC=C1